C(C)(C)(C)OC1=NC=C(C(=N1)OC(C)(C)C)C=1C=C2C(=NN1)N(N=C2O[C@@H](C(F)(F)F)C2=NC=CC=C2)C 5-(2,4-ditert-butoxypyrimidin-5-yl)-1-methyl-3-[(1R)-2,2,2-trifluoro-1-(2-pyridyl)ethoxy]pyrazolo[3,4-c]pyridazine